methyltri(octadecyl)ammonium bromide [Br-].C[N+](CCCCCCCCCCCCCCCCCC)(CCCCCCCCCCCCCCCCCC)CCCCCCCCCCCCCCCCCC